2-amino-2-[4-(3-pyridyl)-3-pyridyl]acetonitrile NC(C#N)C=1C=NC=CC1C=1C=NC=CC1